The molecule is an aminoglycoside composed of glucose deoxygenated at C-4 and C-6 and having aminoethyl, methyl and 3-hydroxy-3-methylbutanamido substituents at positions 1, 2 and 4, respectively. It derives from a D-galactopyranose. C[C@@H]1[C@H]([C@@H]([C@H]([C@H](O1)OCCN)OC)O)NC(=O)CC(C)(C)O